NC1=CC=2C(C3=CC(=CC=C3C2C=C1)N)(C)C 2,7-diamino-9,9-dimethylfluorene